C(C)(C)(C)OC(=O)N1C[C@H](N(CC1)C1=C(C(=C(C=C1)[N+](=O)[O-])NC)F)CO (S)-4-(2-fluoro-3-(methylamino)-4-nitrophenyl)-3-(hydroxymethyl)piperazine-1-carboxylic acid tert-butyl ester